C(CCCCCCC\C=C/CCCCCCCC)OC(COCCOCCOCCOCCOC(C[NH2+]CCOC(C[NH2+]CCOC)=O)=O)COCCCCCCCC\C=C/CCCCCCCC [2-[2-[2-[2-[2-[2,3-bis[(Z)-octadec-9-enoxy]propoxy]ethoxy]ethoxy]ethoxy]ethoxy]-2-oxo-ethyl]-[2-[2-(2-methoxyethylammonio)acetyl]oxyethyl]ammonium